C(C)(C)(C)OC(=O)N1CCN(CC1)CC=1C=C2CN(CC2=CC1)C(C1=C(C=C(C(=C1)C(C)C)OCC1=CC=CC=C1)OCC1=CC=CC=C1)=O 4-({2-[2,4-bis(benzyloxy)-5-(propan-2-yl)benzoyl]-2,3-dihydro-1H-isoindol-5-yl}methyl)piperazine-1-carboxylic acid tert-butyl ester